C(C1=CC=CC=C1)N1C(C(CCC1)C(C)C)=O 1-benzyl-3-isopropylpiperidin-2-one